3-(4-cyano-2-methoxy-phenoxy)-6-(2,5-dihydrofuran-3-yl)-5-methyl-N-[3-(methylsulfonimidoyl)phenyl]pyridazine-4-carboxamide C(#N)C1=CC(=C(OC=2N=NC(=C(C2C(=O)NC2=CC(=CC=C2)S(=O)(=N)C)C)C=2COCC2)C=C1)OC